3-((6-amino-5-chloropyridin-3-yl)ethynyl)-2-fluoro-N-(4-((4-methylpiperazin-1-yl)methyl)-3-(trifluoromethyl)phenyl)benzamide NC1=C(C=C(C=N1)C#CC=1C(=C(C(=O)NC2=CC(=C(C=C2)CN2CCN(CC2)C)C(F)(F)F)C=CC1)F)Cl